C1N(CCC2=CC=CC=C12)C=O (3,4-Dihydroisoquinolin-2(1H)-yl)methanone